CNC1(CCCCC1)NC N,N'-dimethyl-trans-cyclohexanediamine